(3-(4,6-dimethoxypyrimidin-2-yl)-6-fluoro-2-oxo-2,3-dihydrobenzothiazol-5-yl)-tetrahydroimidazo[1,5-a]pyridine-1,3(2H,5H)-dione COC1=NC(=NC(=C1)OC)N1C(SC2=C1C=C(C(=C2)F)N2C(N1C(CCCC1)C2=O)=O)=O